triethylene glycol monoethyl ether acetate C(C)(=O)OCCOCCOCCOCC